2,3,7,8,12,13,17,18-Octaethyl-21H,23H-porphyrin C(C)C1=C2NC(=C1CC)C=C1C(=C(C(=N1)C=C1C(=C(C(N1)=CC=1C(=C(C(N1)=C2)CC)CC)CC)CC)CC)CC